2-((S)-1-[1,4]dioxan-2-ylmethoxy)-10-methoxy-1-methyl-4-oxo-6,7-dihydro-4H-pyrido[2,1-a]isoquinoline-9-carbonitrile O1[C@@H](COCC1)COC=1C(=C2N(CCC3=CC(=C(C=C23)OC)C#N)C(C1)=O)C